3-(5-(4-(3,9-diazaspiro[5.5]undec-3-yl)phenyl)-3-methyl-2-oxo-2,3-dihydro-1H-benzo[d]imidazol-1-yl)piperidine-2,6-dione C1CN(CCC12CCNCC2)C2=CC=C(C=C2)C2=CC1=C(N(C(N1C)=O)C1C(NC(CC1)=O)=O)C=C2